(S)-5-(4-chloro-2-fluorophenyl)-3-ethyl-2-methyl-7-(2-(5-methyl-1,2,4-oxadiazol-3-yl)morpholino)pyrido[4,3-d]pyrimidin-4(3H)-one ClC1=CC(=C(C=C1)C1=NC(=CC=2N=C(N(C(C21)=O)CC)C)N2C[C@H](OCC2)C2=NOC(=N2)C)F